S(=O)(=O)(CCN)NCCS(=O)(=O)O tauryl-taurine